BrC1=C(C(=CC=C1)Cl)F 1-bromo-3-chloro-2-fluoro-benzene